C(C1=CC=CC=C1)OCC1CC2(C1)CCN(CC2)C2=CC=CC=1N(C(N(C12)C)=O)C1C(NC(CC1)=O)=O 3-(4-(2-((benzyloxy)methyl)-7-azaspiro[3.5]nonan-7-yl)-3-methyl-2-oxo-2,3-dihydro-1H-benzo[d]imidazol-1-yl)piperidine-2,6-dione